C1(CCCCCC1)C(=O)NC=1C=CC2=C(C(=CO2)C2CCN3CCCC3C2)C1 5-(cycloheptylcarbonyl)amino-3-(octahydroindolizin-7-yl)-benzofuran